C(C)C(O)C(O)CO ethyl-Glycerol